methyl (2S)-2-[(4-methoxyphenyl) amino]-3,3-dimethylpent-4-enoate COC1=CC=C(C=C1)N[C@H](C(=O)OC)C(C=C)(C)C